tert-Butyl [3-chloro-2-fluoro-6-(2-hydroxyethyl)phenyl]carbamate ClC=1C(=C(C(=CC1)CCO)NC(OC(C)(C)C)=O)F